N(=[N+]=[N-])[C@@H]1C([C@@H]([C@@H](O[C@@H]1O)CN=[N+]=[N-])CC(=O)[O-])(F)F [(2R,3R,5S,6S)-5-azido-2-(azidomethyl)-4,4-difluoro-6-hydroxy-tetrahydropyran-3-yl]acetate